C(C)N([SH-](F)(F)F)CC diethyl(trifluorosulfido)amine